COC1=CC=C(C=C1)C(OC[C@@H]1[C@@H](C[C@@H](O1)N1C(NC(=CC1=O)C)=O)O)(C1=CC=CC=C1)C1=CC=C(C=C1)OC 3-[(2r,4r,5r)-5-[[bis(4-methoxyphenyl)-phenyl-methoxy]methyl]-4-hydroxy-tetrahydrofuran-2-yl]-6-methyl-1H-pyrimidine-2,4-dione